C(C)(=O)O[C@@H](COC1=C(C=C(C=C1)C(C)(C)C1=CC(=C(C=C1)OC[C@H](CS(=O)(=O)CC)OC(C)=O)Cl)Cl)CCl (S)-1-(4-(2-(4-((R)-2-acetoxy-3-(ethylsulfonyl)propoxy)-3-chlorophenyl)propan-2-yl)-2-chlorophenoxy)-3-chloropropan-2-yl acetate